COC=1C=C(COC2=C(C=O)C=CC=C2)C=CC1 2-((3-methoxybenzyl)oxy)benzaldehyde